1-β-L-ribofuranosyl-1,2,4-triazole-3-carboxamide [C@H]1([C@@H](O)[C@@H](O)[C@@H](O1)CO)N1N=C(N=C1)C(=O)N